N-butyl-N'-(3-hydroxytetrahydropyran-4-yl)oxamide C(CCC)NC(=O)C(=O)NC1C(COCC1)O